benzothieno[2,3-b]benzofuran C1=CC=CC2=C1C1=C(O2)SC2=C1C=CC=C2